4-(4-methylpiperazin-1-yl)-N-(4-(3-ureidopiperidin-1-yl)-7H-pyrrolo[2,3-d]pyrimidin-5-yl)benzamide CN1CCN(CC1)C1=CC=C(C(=O)NC2=CNC=3N=CN=C(C32)N3CC(CCC3)NC(=O)N)C=C1